1-(5-((1-(6-(1H-imidazol-2-yl)-2-methylpyridin-3-yl)piperidin-4-yl)methyl)isothiazol-3-yl)-3-ethylurea N1C(=NC=C1)C1=CC=C(C(=N1)C)N1CCC(CC1)CC1=CC(=NS1)NC(=O)NCC